F[C@@H]1CN(CC[C@@H]1OC([2H])([2H])[2H])C1=NC=CC(=N1)NC=1N=CC2=C(C=CC(=C2C1)C(C)C)N1[C@@H]([C@H](C1)CS(=O)(=O)C)C N-{2-[(3R,4S)-3-fluoro-4-(2H3)methoxypiperidin-1-yl]pyrimidin-4-yl}-8-[(2R,3S)-3-(methanesulfonylmeth-yl)-2-methylazetidin-1-yl]-5-(propan-2-yl)isoquinolin-3-amine